tetra-carboxyl-iron C(=O)(O)[Fe](C(=O)O)(C(=O)O)C(=O)O